2-(6-Ethylpyridin-3-yl)-N-[(3S)-9-fluoro-2-oxo-5-phenyl-2,3-dihydro-1H-1,4-benzodiazepin-3-yl]-6-(2H3)methoxyimidazo[1,2-b]pyridazine-3-carboxamide C(C)C1=CC=C(C=N1)C=1N=C2N(N=C(C=C2)OC([2H])([2H])[2H])C1C(=O)N[C@@H]1C(NC2=C(C(=N1)C1=CC=CC=C1)C=CC=C2F)=O